N-[(3-amino-2-methylquinoxalin-6-yl)methyl]-N-(1,1-dioxo-2,3-dihydro-1λ6-benzothiophen-7-yl)-2-(trifluoromethyl)pyrimidine-5-carboxamide NC=1C(=NC2=CC=C(C=C2N1)CN(C(=O)C=1C=NC(=NC1)C(F)(F)F)C1=CC=CC=2CCS(C21)(=O)=O)C